phenyl-pyruvic acid C1(=CC=CC=C1)CC(C(=O)O)=O